Cl.B(O)(O)CCCC[C@@]1([C@@H]2[C@H](CN1)N(CC2)CCNC)C(=O)O (3aS,4R,6aR)-4-(4-boronobutyl)-1-(2-(methylamino)ethyl)octahydropyrrolo[2,3-c]pyrrole-4-carboxylic acid hydrochloride